6-[(cyclobutylamino)methyl]-4-(4-methylbenzyl)-4H-thieno[3,2-b]pyrrole-5-carboxylic acid C1(CCC1)NCC=1C2=C(N(C1C(=O)O)CC1=CC=C(C=C1)C)C=CS2